2-[[1-(3-bromo-5-chloro-2-pyridyl)-4-methyl-pyrazol-3-yl]amino]-N-(3-hydroxy-2,6-dimethyl-phenyl)thiazole-5-carboxamide BrC=1C(=NC=C(C1)Cl)N1N=C(C(=C1)C)NC=1SC(=CN1)C(=O)NC1=C(C(=CC=C1C)O)C